6-(2,6-dichloro-4-nitrophenoxy)-2-(pyridin-3-ylmethyl)-3,4-dihydroisoquinoline-1(2H)-one ClC1=C(OC=2C=C3CCN(C(C3=CC2)=O)CC=2C=NC=CC2)C(=CC(=C1)[N+](=O)[O-])Cl